OC1=C(C=C(C=C1C(C)(C)C)NC1=NC(=NC(=N1)SCCCCCCCC)SCCCCCCCC)C(C)(C)C (4-hydroxy-3,5-di-tert-butyl-phenylamino)-2,4-di-n-octylthio-1,3,5-triazine